C(C)(C)(C)OC(=O)NCC(C)OC1=NC=C(C=C1C=NC1=NN2C(N=CC(=C2N(CC2=CC=CC=C2)CC2=CC=CC=C2)C2=CC=CC=C2)=C1C(=O)[O-])F (2-((1-(tert-butyloxycarbonylamino)propan-2-yl)oxy)-5-fluoropyridin-3-ylmethyleneamino)-7-(dibenzylamino)-6-phenylpyrazolo[1,5-a]pyrimidin-3-carboxylate